ClC1=CC(=C(C=C1C)S(=O)(=O)F)P(C1=CC=CC=C1)C1=CC=CC=C1 4-chloro-2-(diphenylphosphino)-5-methylbenzenesulfonyl fluoride